allyl azide C(C=C)N=[N+]=[N-]